C(#N)C1=C(C=C(C=C1)N1CCN(CC1)C1=CC=C(C=C1)NC(C1=CC=C(C=C1)OC)=O)C N-(4-(4-(4-Cyano-3-methylphenyl)piperazin-1-yl)phenyl)-4-methoxybenzamid